C12(CC3CC(CC(C1)C3)C2)CCCNC(=O)NCC2=NN(C(=C2C)C2=CC=C(C=C2)Cl)C2=C(C=C(C=C2)Cl)Cl 1-(3-((3r,5r,7r)-adamantan-1-yl)propyl)-3-((5-(4-chloro-phenyl)-1-(2,4-dichlorophenyl)-4-methyl-1H-pyrazol-3-yl)-methyl)urea